1-(5-acetyl-4-hydroxy-2-methoxyphenyl)-3-(2-fluorophenyl)urea C(C)(=O)C=1C(=CC(=C(C1)NC(=O)NC1=C(C=CC=C1)F)OC)O